(1,4-diazabicyclo[3.2.2]nonan-4-yl)(3-(3-chloro-4-fluorophenyl)-6,7-dihydropyrano[4,3-c]pyrazol-1(4H)-yl)methanone N12CCN(C(CC1)CC2)C(=O)N2N=C(C1=C2CCOC1)C1=CC(=C(C=C1)F)Cl